C(C=C)(=O)O.C(C=C)(=O)O.N1CCNCC1 piperazine Diacrylate